4,4'-((((propane-2,2-diylbis(4,1-phenylene))bis(oxy))bis(2,6-dimethyl-4,1-phenylene))bis(oxy))bis(2,6-dimethylphenol) CC(C)(C1=CC=C(C=C1)OC1=CC(=C(C(=C1)C)OC1=CC(=C(C(=C1)C)O)C)C)C1=CC=C(C=C1)OC1=CC(=C(C(=C1)C)OC1=CC(=C(C(=C1)C)O)C)C